NC1=CC=C(OC2=NC(=NC=C2Cl)NC2CCOCC2)C=C1 4-(4-aminophenoxy)-5-chloro-N-(tetrahydro-2H-pyran-4-yl)pyrimidin-2-amine